C(#N)C=1C(=NC(=C(C1CC)C#N)N1CCC(CC1)NCC(C)(C)C)SC(C(=O)N)C1=CC=C(C=C1)C(F)(F)F 2-((3,5-dicyano-4-ethyl-6-(4-(neopentylamino)piperidin-1-yl)pyridin-2-yl)thio)-2-(4-(trifluoromethyl)phenyl)acetamide